[N-](S(=O)(=O)C(F)(F)F)S(=O)(=O)C(F)(F)F.[N-](S(=O)(=O)C(F)(F)F)S(=O)(=O)C(F)(F)F.C(CCC)N1CC=CC=C1 N-butylpyridine bis-trifluoromethanesulfonimide salt